3-(5-bromo-3-cyclopropyl-2-oxo-benzimidazol-1-yl)piperidine-2,6-dione BrC1=CC2=C(N(C(N2C2CC2)=O)C2C(NC(CC2)=O)=O)C=C1